FC(C1=CC=C(C=C1)C1=NN(C=2C1=NC=CC2)C2CN(C2)C(C=C)=O)(F)F 1-(3-(3-(4-(trifluoromethyl)phenyl)-1H-pyrazolo[4,3-b]pyridin-1-yl)azetidin-1-yl)prop-2-en-1-one